2-{[(1S)-1-{4-[4-(4-acryloylpiperazin-1-yl)-1-methyl-piperidin-4-yl]phenyl}ethyl]amino}-8-(propan-2-yl)pyrido[2,3-d]pyrimidin-7(8H)-on C(C=C)(=O)N1CCN(CC1)C1(CCN(CC1)C)C1=CC=C(C=C1)[C@H](C)NC=1N=CC2=C(N1)N(C(C=C2)=O)C(C)C